FC(C(=O)O)(F)F.ClC=1C(=NC(=NC1)N[C@H]1CNCC1)NC (R)-5-chloro-N4-methyl-N2-(pyrrolidin-3-yl)pyrimidine-2,4-diamine 2,2,2-trifluoroacetate